2-(triphenylsilyl)phenylboronic acid C1(=CC=CC=C1)[Si](C1=C(C=CC=C1)B(O)O)(C1=CC=CC=C1)C1=CC=CC=C1